C(C=C)(=O)OC1=CC=C(C=C1)N=NC1=CC=C(C(=O)O)C=C1 4-[4-(acryloyloxy)phenylazo]benzoic acid